CC1=CC=C2C(=C(NC2=C1)C1=CC=CC=C1)C(C[N+](=O)[O-])C1=CC(=CS1)B(O)O (5-(1-(6-methyl-2-phenyl-1H-indol-3-yl)-2-nitroethyl)thiophen-3-yl)boronic acid